C1(=CC=C(C=C1)N(C1=C(C=C(C=C1)N)C1=C(C=CC=C1)C)C1=CC=CC=C1)C1=CC=C(C=C1)N(C1=C(C=C(C=C1)N)C1=C(C=CC=C1)C)C1=CC=CC=C1 N1,N1'-([1,1'-biphenyl]-4,4'-diyl)bis(N1-phenyl-tolylbenzene-1,4-diamine)